3-(4-Chlorophenyl)1-[2-(4-nitrophenyl)ethyl]urea ClC1=CC=C(C=C1)NC(NCCC1=CC=C(C=C1)[N+](=O)[O-])=O